1-(4-(6-chloro-2-(1-cyclopropyl-piperidin-4-ylamino)-8-fluoro-7-(2-fluoro-6-hydroxyphenyl)quinazolin-4-yl)piperazin-1-yl)prop-2-en-1-one ClC=1C=C2C(=NC(=NC2=C(C1C1=C(C=CC=C1O)F)F)NC1CCN(CC1)C1CC1)N1CCN(CC1)C(C=C)=O